(S)-gamma-caprolactone C1(CC[C@H](CC)O1)=O